Pyrimidine-5-carboxylic acid tert-butyl ester C(C)(C)(C)OC(=O)C=1C=NC=NC1